N-(6-(2,6-dioxopiperidin-3-yl)pyridin-3-yl)acetamide O=C1NC(CCC1C1=CC=C(C=N1)NC(C)=O)=O